COC1=CC=C(CN(C2=CC(=C(C(=N2)C2=C(C=3N=CN=CC3C=N2)F)C(F)(F)F)C)CC2=CC=C(C=C2)OC)C=C1 7-(6-(di(4-methoxybenzyl)amino)-4-methyl-3-(trifluoromethyl)pyridin-2-yl)-8-fluoropyrido[4,3-d]pyrimidine